methyl 3-(3-(4-(2-(2-aminopyridin-3-yl)-5-phenyl-3H-imidazo[4,5-b]pyridin-3-yl)phenyl)azetidine-1-carbonyl)benzoate NC1=NC=CC=C1C1=NC=2C(=NC(=CC2)C2=CC=CC=C2)N1C1=CC=C(C=C1)C1CN(C1)C(=O)C=1C=C(C(=O)OC)C=CC1